((R)-4-(2-amino-4-methyloxazolo[4,5-c]pyridin-7-yl)morpholin-2-yl)((S)-6,8-dichloro-1-methyl-3,4-dihydroisoquinolin-2(1H)-yl)methanone NC=1OC2=C(C(=NC=C2N2C[C@@H](OCC2)C(=O)N2[C@H](C3=C(C=C(C=C3CC2)Cl)Cl)C)C)N1